4-methyl-1-[2-(2-oxoimidazolidin-1-yl)ethyl]-5-[[2-[6-(2,2,2-trifluoroethyl)quinazolin-4-yl]-2,7-diazaspiro[3.5]nonan-7-yl]methyl]indole-2-carbonitrile CC1=C2C=C(N(C2=CC=C1CN1CCC2(CN(C2)C2=NC=NC3=CC=C(C=C23)CC(F)(F)F)CC1)CCN1C(NCC1)=O)C#N